ClC=1C(=C2C=NNC2=C(C1F)OC1CC1)C=1N=CC=2N(C1)C=C(N2)NC(=O)C2C(C2)F N-(6-(5-chloro-7-cyclopropoxy-6-fluoro-1H-indazol-4-yl)imidazo[1,2-a]pyrazin-2-yl)-2-fluorocyclopropane-1-carboxamide